CC1N(CCOC1)C=1C=C(C=2N(N1)C(=NC2C(=C)C)C2=CC=NN2)C2=CC=NN2C 3-methyl-4-(4-(1-methyl-1H-pyrazol-5-yl)-5-(prop-1-en-2-yl)-7-(1H-pyrazol-5-yl)imidazo[1,5-b]pyridazin-2-yl)morpholine